[1-[2-[Ethyl(methyl)amino]ethyl]-6-(5-fluoro-1H-pyrazol-4-yl)indol-3-yl]-(6-methoxychroman-3-yl)methanone C(C)N(CCN1C=C(C2=CC=C(C=C12)C=1C=NNC1F)C(=O)C1COC2=CC=C(C=C2C1)OC)C